[Si](C1=CC=CC=C1)(C1=CC=CC=C1)(C(C)(C)C)OC[C@@H](CC=O)NC(OC(C)(C)C)=O (R)-tert-butyl (1-((tert-butyldiphenylsilyl)oxy)-4-oxobutan-2-yl)carbamate